FC=1C(=C(C=CC1F)[C@@H]1[C@@H](O[C@@](C1)(C(F)(F)F)C)C(=O)NC1=CC(=[N+](C=C1)[O-])C(=O)N)OC (2R,3R,5S)-4-[[3-(3,4-Difluoro-2-methoxy-phenyl)-5-methyl-5-(trifluoromethyl)tetrahydrofuran-2-carbonyl]amino]-1-oxido-pyridin-1-ium-2-carboxamid